N1(CC1)C1CCC(CC1)NC1=NC=C(C(=N1)C1=CN=C2N1C=CC(=C2)NC=2C=NC=NC2)C 3-(2-(((1r-4r)-4-(Aziridin-1-yl)cyclohexyl)amino)-5-methylpyrimidin-4-yl)-N-(pyrimidin-5-yl)imidazo[1,2-a]pyridin-7-amine